NC=1C(=C(C=CC1F)C(CC)S(=O)(=O)N)F (3-amino-2,4-difluorophenyl)propane-1-sulfonamide